2,4,6,8-tetraoctylcyclotetrasiloxane C(CCCCCCC)[SiH]1O[SiH](O[SiH](O[SiH](O1)CCCCCCCC)CCCCCCCC)CCCCCCCC